Methyl 2-(2-(4-methoxyphenyl)butanamido)-5-carbamoyl-4-methylthiophene-3-carboxylate COC1=CC=C(C=C1)C(C(=O)NC=1SC(=C(C1C(=O)OC)C)C(N)=O)CC